FC(F)(F)C1=CC=C(C=C1)C1=CC=C(C=C1)C1=CC=C(C=C1)C(F)(F)F bistrifluoromethyl-p-terphenyl